C(C)(C)(C)OC(=O)N1CC(C1)CN1N(C2=CC=CC=C2C1)C 2-((1-(tert-butoxycarbonyl)-azetidine-3-Yl)methyl)-1-methyl-2H-indazol